1-iodoethyl tetrahydropyran-4-carboxylate O1CCC(CC1)C(=O)OC(C)I